BrC=1C=C(C=C(C1)B1OC(C(O1)(C)C)(C)C)NC(C=C)=O N-(3-bromo-5-(4,4,5,5-tetramethyl-1,3,2-dioxaborolan-2-yl)phenyl)acrylamide